O=C(C(=O)[O-])C(=O)[O-].[Li+].[Li+] lithium ketomalonate